ClC=1C(=C(CNC2=NC=NC3=CC(=C(C=C23)OC2CCN(CC2)C(C=C)=O)OC)C=CC1)F 1-(4-((4-((3-chloro-2-fluorobenzyl)amino)-7-methoxyquinazolin-6-yl)oxy)piperidin-1-yl)prop-2-en-1-one